ClC=1C(=NC=CC1)N1N=CC=C1C(=O)N 1-(3-chloro-2-pyridinyl)-1H-pyrazole-5-carboxamide